ClC=1N=C2C(=NC1)N(C=C2C2=NC(=C(C(=N2)N[C@@H]2[C@H](C1CCC2CC1)C(=O)O)F)C=1SC=CC1)CC(C1=NC=CC=C1)=O (2S,3S)-3-((2-(2-chloro-5-(2-oxo-2-(pyridin-2-yl)ethyl)-5H-pyrrolo[2,3-b]Pyrazin-7-yl)-6-(thiophen-2-yl)-5-fluoro-pyrimidin-4-yl)amino)bicyclo[2.2.2]Octane-2-carboxylic acid